C12CNCC(N1C1=NC=CC(=N1)NC=1C=C3C=NNC3=CC1)C2 N-(2-(3,6-diazabicyclo[3.1.1]hept-6-yl)pyrimidin-4-yl)-1H-indazol-5-amine